C(CC)(=O)[NH-] (propanoyl)azanide